C(CCCCCC)C1=CC=C(C=C1)C1=CC=C(C=C1)CCCCCCC 4,4'-diheptylbiphenyl